(R)-N4-(1-(3-amino-5-(trifluoromethyl)phenyl)ethyl)-N6-(4,5-Dihydroxyoxazol-2-yl)-2-methyl-8,9-dihydro-7H-cyclopenta[H]Quinazoline-4,6-diamine NC=1C=C(C=C(C1)C(F)(F)F)[C@@H](C)NC1=NC(=NC2=C3C(=C(C=C12)NC=1OC(=C(N1)O)O)CCC3)C